C(C1=CC=CC=C1)OC(=O)N1CC(NCC1)COCCCC=C 3-((pent-4-en-1-yloxy)methyl)piperazine-1-carboxylic acid benzyl ester